N-(4-(1-(1-acryloylpiperidin-3-yl)-1H-1,2,3-triazol-4-yl)-2-methoxyphenyl)-6-(1H-pyrazol-5-yl)picolinamide C(C=C)(=O)N1CC(CCC1)N1N=NC(=C1)C1=CC(=C(C=C1)NC(C1=NC(=CC=C1)C1=CC=NN1)=O)OC